N1=C(SC=2N=CN=CC21)N thiazolo[5,4-d]pyrimidin-2-amine